ClC=1C=C(C=NC1N1N=C(C=C1)C#CC1CC1)NC(=O)NC=1C=NC=2N(C1[C@H](C)OC)N=C(C2)Cl (S)-1-(5-chloro-6-(3-(cyclopropylethynyl)-1H-pyrazol-1-yl)pyridin-3-yl)-3-(2-chloro-7-(1-methoxyethyl)pyrazolo[1,5-a]pyrimidin-6-yl)urea